OC=1C=NC2=CC=CC(=C2C1)O 3,5-dihydroxyquinoline